(R)-2-(6-(ethylamino)-4-(1-(4-methyl-4H-1,2,4-triazol-3-yl)propan-2-yl)pyridin-2-yl)-4-(trifluoromethyl)isoindolin-1-one C(C)NC1=CC(=CC(=N1)N1C(C2=CC=CC(=C2C1)C(F)(F)F)=O)[C@@H](CC1=NN=CN1C)C